NC1=NC(=C(C2=C3C(=C(C=C12)NC(C1=CC(=CC(=C1)C(F)(F)F)F)=O)C(NC3=O)C3=C(C=CC(=C3)F)Cl)C)C N-(6-amino-3-(2-chloro-5-fluorophenyl)-8,9-dimethyl-1-oxo-2,3-dihydro-1H-pyrrolo[3,4-f]isoquinolin-4-yl)-3-fluoro-5-(trifluoromethyl)benzamide